C(C)C=1C(NC=2C=C(C=NC2C1)CN1CCN(CC1)C=1C=C2C(N(C(C2=CC1)=O)C)=O)=O 5-(4-((7-ethyl-6-oxo-5,6-dihydro-1,5-naphthyridin-3-yl)methyl)piperazin-1-yl)-2-methylisoindole-1,3-dione